C(OC=1C=C(N=NC1OC([2H])([2H])[2H])C1=CC=C(C=C1)CN[C@@H]1C[C@@H]([C@@H](C1)O)N(C=1C2=C(N=CN1)SC(=C2)CC(F)(F)F)C)([2H])([2H])[2H] (1R,2S,4R)-4-{[(4-{5,6-bis[(2H3)methyloxy]pyridazin-3-yl}phenyl)methyl]amino}-2-{methyl[6-(2,2,2-trifluoroethyl)thieno[2,3-d]pyrimidin-4-yl]amino}cyclopentan-1-ol